C[C@H]1N([C@H](CN(C1)C=1C=CC=2C(=NC=CN2)N1)C)C(=O)OC1CC2(CN(C2)CC2=CC=CC=C2)C1 2-benzyl-2-azaspiro[3.3]heptan-6-yl (2R,6S)-2,6-dimethyl-4-{pyrido[2,3-b]pyrazin-6-yl}piperazine-1-carboxylate